P(OCCCCC)(OCC[N+](CCN(CC[N+](C)(C)CCOP(OCCCCC)=O)C)(C)C)=O dipentyl ((((methylazanediyl) bis(ethane-2,1-diyl)) bis(dimethylammoniumdiyl))-bis(ethane-2,1-diyl)) bis(phosphonate)